NC1=NC2=C(N1C\C=C\CO)C(=CC(=C2)C(N)=O)OCCOCCOCCC(=O)OC(C)(C)C tert-butyl (E)-3-(2-(2-((2-amino-5-carbamoyl-1-(4-hydroxybut-2-en-1-yl)-1H-benzo[d]imidazol-7-yl)oxy)ethoxy)ethoxy)propanoate